(2E)-3-phenyl-1-(pyridin-2-yl)prop-2-en-1-one C1(=CC=CC=C1)/C=C/C(=O)C1=NC=CC=C1